CC1=NNC(=C1)C1=NSC=2C1=NC(=CC2N2C[C@H](CC2)O)N2[C@@H](COCC2)C (3S)-1-[3-(3-methyl-1H-pyrazol-5-yl)-5-[(3R)-3-methylmorpholin-4-yl]-[1,2]thiazolo[4,5-b]pyridin-7-yl]pyrrolidin-3-ol